C1(CC1)NC(C1=NC=C(C=C1)N1CCNCC1)=O N-cyclopropyl-5-(piperazin-1-yl)picolinamide